[3-(2-chloro-6-methyl-4-pyridinyl)-2-(3-cyanophenyl)pyrazolo[1,5-a]pyrimidin-5-yl]urea ClC1=NC(=CC(=C1)C=1C(=NN2C1N=C(C=C2)NC(=O)N)C2=CC(=CC=C2)C#N)C